CN(C1=C(CNS(=O)(=O)C2=CC=C(C3=CC=CC=C23)NC(C2=C(C=CC=C2)C)=O)C=CC=C1)C N-(4-(N-(2-(dimethylamino)benzyl)sulfamoyl)naphthalen-1-yl)-2-methylbenzamide